C1(CC1)C(=O)N(C(=O)C1CC1)C1=NC=C(C(=N1)C=1OC=CC1)C=1C=C2C(=NC=NC2=C(C1)C)C N-(cyclopropanoyl)-N-(5-(4,8-dimethylquinazolin-6-yl)-4-(furan-2-yl)pyrimidin-2-yl)cyclopropylcarboxamide